tert-butyl 5-chloro-3-cyano-1H-pyrrolo[2,3-b]pyridine-1-carboxylate ClC=1C=C2C(=NC1)N(C=C2C#N)C(=O)OC(C)(C)C